F[C@@H]1[C@H](CNC1)NC1=NC(=CC=C1)C1=CN=C2N1C=C(N=C2)OCC(F)(F)F N-((3S,4S)-4-fluoropyrrolidin-3-yl)-6-(6-(2,2,2-trifluoroethoxy)imidazo[1,2-a]pyrazin-3-yl)pyridin-2-amine